6-chloro-N-(4-(1-isopropyl-4-(trifluoromethyl)-1H-imidazol-2-yl)benzyl)-3-methylpyridazin-4-amine ClC1=CC(=C(N=N1)C)NCC1=CC=C(C=C1)C=1N(C=C(N1)C(F)(F)F)C(C)C